CC1=C(C=NC(=C1)C(F)(F)F)CC1NCCNC1=O 4-methyl-3-((3-oxopiperazin-2-yl)methyl)-6-(trifluoromethyl)pyridin